hydroxymandelate OC(C(=O)[O-])(O)C1=CC=CC=C1